2,4-difluoro-N-(6-(piperidin-4-ylidenemethyl)pyridin-2-yl)benzamide FC1=C(C(=O)NC2=NC(=CC=C2)C=C2CCNCC2)C=CC(=C1)F